N1(CCCC1)C\C=C/C1=C(C=CC(=C1)F)S(=O)(=O)NC1=C(C2=C([C@@H]3[C@H](CO2)C3)C=C1)C(=O)O (1aR,7bS)-5-{2-[(Z)-3-(pyrrolidin-1-yl)prop-1-enyl]-4-fluorobenzenesulfonyl-amino}-1,1a,2,7b-tetrahydro-cyclopropa[c]benzopyran-4-carboxylic acid